4-amino-2,2-dimethylcyclobutan-1-ol NC1CC(C1O)(C)C